2-methyl-2-(2-(1-methylethylsulfonamido)thiazol-4-yl)propanoic acid CC(C(=O)O)(C)C=1N=C(SC1)NS(=O)(=O)C(C)C